4-methyl-5-oxo-2,5-dihydrofuran CC1=CCOC1=O